1,6-dioxo-2,3,4,6-tetrahydro-1H-pyrido[1,2-a]pyrazine-7-carboxamide O=C1C=2N(CCN1)C(C(=CC2)C(=O)N)=O